1-phenyl-1-(hex-5-en-1-yl)-1-cyclopentadienyl-1-(2,7-di-tert-butylfluorenyl)methane C1(=CC=CC=C1)C(C1=C(C=CC=2C3=CC=C(C=C3CC12)C(C)(C)C)C(C)(C)C)(C1C=CC=C1)CCCCC=C